C(C)OC(C1=CC=C(CC=NC(OC(C)(C)C)=O)C=C1)OCC tert-butyl (4-(diethoxymethyl)benzyl)(methylene)carbamate